C1(=CC=CC=C1)[SH2+] phenylsulfanium